(R,E)-1-((2'-chloro-5-(trifluoromethyl)-[1,1'-biphenyl]-2-yl)sulfonyl)-4-fluoro-N-(5-(3-fluoroazetidin-1-yl)-5-oxopent-3-en-2-yl)piperidine-4-carboxamide ClC1=C(C=CC=C1)C1=C(C=CC(=C1)C(F)(F)F)S(=O)(=O)N1CCC(CC1)(C(=O)N[C@H](C)\C=C\C(=O)N1CC(C1)F)F